N1(N=NC2=C1C=CC=C2)O[P+](N2CCCC2)(N2CCCC2)N2CCCC2 benzotriazol-1-yl-oxy-tris-pyrrolidinyl-phosphonium